[Pd].[Pd].C(C1=CC=CC=C1)=CC(=O)C=CC1=CC=CC=C1.C(C1=CC=CC=C1)=CC(=O)C=CC1=CC=CC=C1.C(C1=CC=CC=C1)=CC(=O)C=CC1=CC=CC=C1 tris-(dibenzylideneacetone) dipalladium